2-fluoro-hexahydropyrrolizin FC1CC2CCCN2C1